(2R,5S)-tertButyl 4-(6-(5-Bromo-1-methyl-2-oxo-1,2-dihydropyridin-3-ylamino)pyridin-3-yl)-2,5-dimethylpiperazine-1-carboxylate BrC=1C=C(C(N(C1)C)=O)NC1=CC=C(C=N1)N1C[C@H](N(C[C@@H]1C)C(=O)OC(C)(C)C)C